methyl-3-(phthalazin-1-yl)butan-2-ol CCC(C(C)C1=NN=CC2=CC=CC=C12)O